CC1SC2=C(N1C)C=C(C=C2)Cl 2,3-dimethyl-5-chlorobenzothiazole